FCCN1CCCCCC1 1-(2-fluoroethyl)azepan